pyrazine-2,3-diol N1=C(C(=NC=C1)O)O